[N+](=O)([O-])C=1C=CC(=NC1)CCCC(=O)O 4-(5-nitropyridine-2-yl)butyric acid